pyridine-3-carbonitrile formate C(=O)O.N1=CC(=CC=C1)C#N